CSC(C#CC(C)(C)N1C(CCC1)COC)=O 4-[2-(methoxymethyl)pyrrolidin-1-yl]-4-methylpent-2-ynethioic acid S-methyl ester